O=S1(N(CC(N1)=O)C1=C(C=C(C=C1O)NC(=O)NC1=CC=C(C=C1)OC(F)(F)F)F)=O 1-[4-(1,1-dioxido-4-oxo-1,2,5-thiadiazolidin-2-yl)-3-fluoro-5-hydroxyphenyl]-3-[4-(trifluoromethoxy)phenyl]urea